NC1=CC(=C(C=N1)C1CCN(CC1)C(=O)OC(C)(C)C)OC1CC1 tert-Butyl 4-(6-amino-4-cyclopropoxypyridin-3-yl)piperidine-1-carboxylate